COC1=CC(=CC2=C1N=C(O2)CC=2C=NC(=CC2)OC)CN (4-methoxy-2-((6-methoxypyridin-3-yl)methyl)benzo[d]Oxazol-6-yl)methylamine